C(C=C)C1=C(N(C=2C1=NC=CC2)C(=O)OC(C)(C)C)C(=O)OCC 1-tert-butyl 2-ethyl 3-allyl-1H-pyrrolo[3,2-b]pyridine-1,2-dicarboxylate